5-((2-fluoro-4-(trifluoromethoxy)phenyl)amino)-2-(trifluoromethyl)-1H-imidazo[4,5-b]pyrazin-6-ol FC1=C(C=CC(=C1)OC(F)(F)F)NC=1N=C2C(=NC1O)NC(=N2)C(F)(F)F